1-(3-(9H-carbazol-9-yl)-2-hydroxypropyl)-4-methylpiperidin-2-one C1=CC=CC=2C3=CC=CC=C3N(C12)CC(CN1C(CC(CC1)C)=O)O